di(naphthalene-2-yl)phosphine oxide C1=C(C=CC2=CC=CC=C12)P(C1=CC2=CC=CC=C2C=C1)=O